CC1=C(C(NC(=C1)C)=O)CNC(=O)C=1C(=C(N2C=C(C=C2C1)C=1C=NC(=CC1)N1CCN(CC1)C)C(C)N1CCOCC1)C N-((4,6-dimethyl-2-oxo-1,2-dihydropyridin-3-yl)methyl)-6-methyl-2-(6-(4-methylpiperazin-1-yl)pyridin-3-yl)-5-(1-morpholinoethyl)indolizine-7-carboxamide